FC(C1=C(C=CC(=C1)C(F)(F)F)N1N=C(C(=C1)NC(C=CC=1OC=CC1)=O)C)(F)F N-(1-(2,4-bis(trifluoromethyl)phenyl)-3-methyl-1H-pyrazol-4-yl)-3-(furan-2-yl)acryl-amide